6-(2-furyl)-N4-[(3-methoxyphenyl)methyl]-N4-methyl-pyrimidine-2,4-diamine O1C(=CC=C1)C1=CC(=NC(=N1)N)N(C)CC1=CC(=CC=C1)OC